2,2,2-trifluoroethylmethacrylat FC(COC(C(=C)C)=O)(F)F